methyl 3-benzyl-5-fluoro-1,2,3,4-tetrahydroisoquinoline-7-carboxylate C(C1=CC=CC=C1)C1NCC2=CC(=CC(=C2C1)F)C(=O)OC